2-Propanyl ({(3R,5aR,6R,7R,8aS)-6-[(1E,3R)-4-(2-fluorophenoxy)-3-hydroxy-1-buten-1-yl]-7-hydroxyoctahydro-2H-cyclopenta[b]oxepin-3-yl}methoxy)acetate FC1=C(OC[C@@H](/C=C/[C@H]2[C@@H](C[C@@H]3OC[C@H](CC[C@@H]32)COCC(=O)OC(C)C)O)O)C=CC=C1